C(#N)CC=1C=CC(=C(C(=O)OC)C1)C methyl 5-(cyanomethyl)-2-methyl-benzoate